ClC=1C=CC(=C(C1)CNC(=O)C=1N=NN(C1)CCCCN1N=NC(=C1)NC(CN1CC(C1)(F)F)=O)F N-[(5-chloro-2-fluorophenyl)methyl]-1-(4-{4-[2-(3,3-difluoroazetidin-1-yl)acetamido]-1H-1,2,3-triazol-1-yl}butyl)-1H-1,2,3-triazole-4-carboxamide